S1C(=CC=C1)CC=O 2-thiopheneethanone